1-(2-Fluoropyridin-4-yl)-3,5-dimethylpiperazine dihydrochloride Cl.Cl.FC1=NC=CC(=C1)N1CC(NC(C1)C)C